C(C)SC=1OC2=C(C=C(C=C2C(C1C)=O)C(F)(F)F)[C@H](C)O 2-Ethylsulfanyl-8-[(1S)-1-hydroxyethyl]-3-methyl-6-(trifluoromethyl)chromen-4-one